C1(=CC=C(C=C1)C#CC1=C(C(=CC=C1)C(=O)C(O)C1=CC=CC=C1)C=O)C#CC1=C(C(=CC=C1)C(=O)C(O)C1=CC=CC=C1)C=O 5'-(1,4-phenylenedi(acetylene-2,1-diyl))dibenzoin-formaldehyde